9,9-bis[6-(2-hydroxypropoxy)-2-naphthyl]fluorene OC(COC=1C=C2C=CC(=CC2=CC1)C1(C2=CC=CC=C2C=2C=CC=CC12)C1=CC2=CC=C(C=C2C=C1)OCC(C)O)C